N-((2-chloro-1,6-naphthyridin-7-yl)methyl)-1-(methylsulfonyl)-1H-pyrrole-3-carboxamide ClC1=NC2=CC(=NC=C2C=C1)CNC(=O)C1=CN(C=C1)S(=O)(=O)C